N-(3-(3,6-difluoropyridin-2-yl)-1-(trans-4-ethoxycyclohexyl)-1H-pyrazol-4-yl)-2-(1H-pyrazol-4-yl)thiazole-4-carboxamide FC=1C(=NC(=CC1)F)C1=NN(C=C1NC(=O)C=1N=C(SC1)C=1C=NNC1)[C@@H]1CC[C@H](CC1)OCC